(2-(pyridin-4-yl)ethyl)benzamide N1=CC=C(C=C1)CCC1=C(C(=O)N)C=CC=C1